3-[(1R)-6-hydroxy-2-methyl-3-oxo-2,3-dihydro-1H-isoindol-1-yl]-1H-indole-2-carbaldehyde OC1=CC=C2C(N([C@H](C2=C1)C1=C(NC2=CC=CC=C12)C=O)C)=O